C1(CCCCC1)C[C@@H](C(=O)N[C@H](C(O)P(=O)(OCC)OCC)CCC(N1CC(OCC1)C1=CC=CC=C1)=O)NC(OCC1=CC(=CC=C1)Cl)=O 3-chlorobenzyl ((2S)-3-cyclohexyl-1-(((2S)-1-(diethoxyphosphoryl)-1-hydroxy-5-oxo-5-(2-phenylmorpholino)pentan-2-yl)amino)-1-oxopropan-2-yl)carbamate